4-methyl-4-mercaptopentan-2-one CC(CC(C)=O)(C)S